2-[4-(azetidin-3-yl)phenyl]-8-[(1R)-1-[(6-chloro-3-pyridinyl)amino]ethyl]-3,6-dimethyl-benzopyran-4-one N1CC(C1)C1=CC=C(C=C1)C=1OC2=C(C(C1C)=O)C=C(C=C2[C@@H](C)NC=2C=NC(=CC2)Cl)C